C(C)(C)(C)OC(=O)N1C2CN(CC1CC2)C2=CC=C(C=C2)CCN 3-(4-(2-aminoethyl)phenyl)-3,8-diazabicyclo[3.2.1]octane-8-carboxylic acid tert-butyl ester